4-{4-[3-(difluoromethoxy)-4-({(3s)-3-[(2s)-1,2-dihydroxypropan-2-yl]piperidin-1-yl}methyl)phenyl]-1H-pyrazol-1-yl}-3-methylbenzonitrile FC(OC=1C=C(C=CC1CN1C[C@H](CCC1)[C@](CO)(C)O)C=1C=NN(C1)C1=C(C=C(C#N)C=C1)C)F